C(CCCCC)OCCCCN1C=[N+](C=C1)CCCCOCCCCCC 1,3-bis(4-hexyloxybutyl)imidazolium